N=1C=C(N2C1C=CC=C2)C2=NC(=NC=C2C)NC2CCC(CC2)N (1r,4r)-N1-(4-(Imidazo[1,2-a]pyridin-3-yl)-5-methylpyrimidin-2-yl)cyclohexane-1,4-diamine